3-(2-Fluoro-4-((4-(4-((1R,2S)-6-hydroxy-2-phenyl-1,2,3,4-tetrahydronaphthalen-1-yl)phenyl)piperazin-1-yl)methyl)phenyl)piperidine-2,6-dione FC1=C(C=CC(=C1)CN1CCN(CC1)C1=CC=C(C=C1)[C@H]1[C@H](CCC2=CC(=CC=C12)O)C1=CC=CC=C1)C1C(NC(CC1)=O)=O